FC=1C=CC(=NC1)C=1C=NC(=CC1NC1=CC(=CC(=C1)C(F)(F)F)S(=O)(=O)C)NC(C)=O N-(5-fluoro-4'-((3-(methylsulfonyl)-5-(trifluoromethyl)phenyl)amino)-[2,3'-bipyridin]-6'-yl)acetamide